C(C)OC=O.N1=NC(C=C1)=O pyrazolone ethyl-formate